ClC1=CC=C(C=C1)OC1(CC1)C#C 1-chloro-4-(1-ethynylcyclopropoxy)benzene